P(=O)(O)(O)CN(CCSC(C(=O)O)CC(=O)O)CP(=O)(O)O 2-((2-(bis(phosphonomethyl)amino)ethyl)thio)succinic acid